C(CC(C)C)C1=C(C(=CC=C1)C)C1=NC(=NC(=C1C)OC[C@@H](CC(C)(C)C)NCC1=CN=C2C(=N1)N(C(=C2)C(C)C)C)NS(=O)(=O)C=2C=C(C(=O)O)C=CC2 3-[[4-(2-isopentyl-6-methyl-phenyl)-6-[(2R)-2-[(6-isopropyl-5-methyl-pyrrolo[2,3-b]pyrazin-3-yl)methylamino]-4,4-dimethyl-pentoxy]-5-methyl-pyrimidin-2-yl]sulfamoyl]benzoic acid